P(=O)(O)(O)O.C=CCCCCCCCCCCC tridecene phosphate